N-((1H-benzo[d][1,2,3]triazol-1-yl)methyl)-N,N-dimethylethylammonium N1(N=NC2=C1C=CC=C2)C[N+](C)(C)CC